(6S)-6-methyl-19-(oxan-2-yl)-8,11,14-trioxa-4,5,19,20-tetraazatetracyclo[13.5.2.12,5.018,21]tricosa-1(20),2(23),3,15(22),16,18(21)-hexaene C[C@@H]1N2N=CC(C3=NN(C=4C=CC(OCCOCCOC1)=CC34)C3OCCCC3)=C2